O1C2(OCC1)CCC=1NC3=CC=CC=C3C1C2 1,2,4,9-tetrahydrospiro[carbazole-3,2'-[1,3]dioxolane]